BrC=1C=C(C(=C2C=CN(C12)C[C@H](CO)NC(OC(C)(C)C)=O)F)F tert-butyl (R)-(1-(7-bromo-4,5-difluoro-1H-indol-1-yl)-3-hydroxypropan-2-yl)carbamate